COCCN(C=1C=NNC1)C N-(2-methoxyethyl)-N-methyl-pyrazol-4-amine